oxazol-5-ylmethyl (3-fluoro-4-((2-isobutyryl-2-azaspiro[3.3]heptan-6-yl)methyl)phenyl)carbamate FC=1C=C(C=CC1CC1CC2(CN(C2)C(C(C)C)=O)C1)NC(OCC1=CN=CO1)=O